O1C(=NC2=C1C=CC=C2)C2=CC=C(C=O)C=C2 4-(2-benzoxazolyl)benzaldehyde